IC1=NNC2=C(C=C(C=C12)C(F)(F)F)C(=O)O 3-iodo-5-(trifluoromethyl)-1H-indazole-7-carboxylic acid